N-[2-methoxy-6-[4-(trifluoromethyl)imidazol-1-yl]-3-pyridyl]-5-methyl-3-phenyl-isoxazole-4-carboxamide ethyl-(3-(4-fluorophenoxy)benzoyl)glycinate C(C)N(CC(=O)O)C(C1=CC(=CC=C1)OC1=CC=C(C=C1)F)=O.COC1=NC(=CC=C1NC(=O)C=1C(=NOC1C)C1=CC=CC=C1)N1C=NC(=C1)C(F)(F)F